C(C)(C)(C)OC(=O)N[C@H](C(=O)O)CO[Si](C1=CC=CC=C1)(C1=CC=CC=C1)C(C)(C)C (2S)-2-(tert-butoxycarbonylamino)-3-[tert-butyl(diphenyl)silyl]oxy-propanoic acid